FC(C=1C(=C(C=CC1)[C@@H](C)NC=1C=2C(N=C(N1)C)=C(C(N(C2)C2(CC2)CF)=O)N2CC1(C2)CCOCC1)F)F (R)-4-((1-(3-(difluoromethyl)-2-fluorophenyl)ethyl)amino)-6-(1-(fluoromethyl)cyclopropyl)-2-Methyl-8-(7-oxa-2-azaspiro[3.5]nonan-2-yl)pyrido[4,3-d]pyrimidin-7(6H)-one